C(C(C(CO)O)O)O 1,2,3,4-Butanetetrol